COC1=CC=C(C=C1)S(=NC(C1=CC(=CC=C1)C1=NOC(=N1)C(F)(F)F)=O)(=O)C N-((4-methoxyphenyl)(methyl)(oxo)-λ6-sulfaneylidene)-3-(5-(trifluoromethyl)-1,2,4-oxadiazol-3-yl)benzamide